ClC=1C=C2CC(CC2=CC1)NC(=O)C=1N=NSC1NC(C1=C(C(=CC=C1)C(F)(F)F)Cl)=O (5-chloro-2,3-dihydro-1H-inden-2-yl)-5-[2-chloro-3-(trifluoromethyl)benzamido]-1,2,3-thiadiazole-4-carboxamide